C1C2CC3CC1CC(C2)(C3)NC(=O)C4=CC=CC=C4 N-((3s,5s,7s)-adamantan-1-yl)benzamide